5-bromo-6-methoxy-2-propyl-2,3-dihydro-1H-indene BrC=1C=C2CC(CC2=CC1OC)CCC